N,N-dimethyl(acrylamidopropyl)ammonium C[NH+](C)CCCNC(C=C)=O